FC(OC1=C(C=C(C=C1)C(C)=O)F)F 1-[4-(difluoromethoxy)-3-fluorophenyl]ethan-1-one